CC1=CC=C(C=C1)S(=O)(=O)[O-].C1(=CC=CC=C1)[NH3+] benzenaminium 4-methylbenzenesulfonate